ClC1=CC=C(C=C1)C=1C(=CC=CC1)C(=O)N1CN(CC1)CC=1C=C2CN(C(C2=CC1)=O)C1C(NC(CC1)=O)=O 3-(5-((3-(4'-chloro-[1,1'-biphenyl]-2-carbonyl)imidazolidin-1-yl)methyl)-1-oxoisoindoline-2-yl)piperidine-2,6-dione